ClCC(CCCCl)O (E)-1,5-dichloro-2-pentanol